2-(2-hydroxy-4-chlorophenylamino)-4-(4-tert-butylaminopiperidin-1-yl)quinoline Hydrochloride Salt Cl.OC1=C(C=CC(=C1)Cl)NC1=NC2=CC=CC=C2C(=C1)N1CCC(CC1)NC(C)(C)C